N1N=CC2=CC(=CC=C12)C1=CC2=C(N(C3=C(O2)C=C(C=C3)C=3C=C2C=NNC2=CC3)CCCCN3CCOCC3)N=C1 3,7-di(1H-indazol-5-yl)-10-(4-morpholinobutyl)-10H-benzo[b]pyrido[2,3-e][1,4]oxazine